6-chloro-N-(3,3-difluorocyclobutyl)-4-iodopyridin-3-amine ClC1=CC(=C(C=N1)NC1CC(C1)(F)F)I